NC1=C(C#N)C=C(C=C1)C(=O)C1=CC=C2C(=CC=CN12)C1=C(C2=C(N(C=N2)C)C=C1Cl)Cl 2-amino-5-(8-(4,6-dichloro-1-methyl-1H-benzo[d]imidazol-5-yl)indolizine-3-carbonyl)benzonitrile